N=1C=NN2C1C=C(C=C2)OC2=C(C(=C(C=C2)NC2=NC=NC1=CC(=C(C=C21)OC2CC1CCC(C2)N1C(C=C)=O)OCC)F)C 1-(3-((4-((4-([1,2,4]Triazolo[1,5-a]pyridin-7-yloxy)-2-fluoro-3-methylphenyl)amino)-7-ethoxyquinazolin-6-yl)oxy)-8-azabicyclo[3.2.1]octan-8-yl)prop-2-en-1-one